m-xylenediol C=1(C(=C(C(=CC1)O)C)O)C